N-(4-(4-Methylpiperazin-1-yl)phenyl)-4-((6-morpholinopyridazin-3-yl)amino)-2-oxo-1,2-dihydropyridine-3-carboxamide CN1CCN(CC1)C1=CC=C(C=C1)NC(=O)C=1C(NC=CC1NC=1N=NC(=CC1)N1CCOCC1)=O